1-[8-methoxy-7-(4-piperidinyl)imidazo[1,2-a]pyridin-3-yl]hexahydropyrimidine-2,4-dione COC=1C=2N(C=CC1C1CCNCC1)C(=CN2)N2C(NC(CC2)=O)=O